tert-butyl (S)-4-(7-(8-chloro-7-fluoronaphthalen-1-yl)-2-(methylthio)-5,6,7,8-tetrahydropyrido[3,4-d]pyrimidin-4-yl)-2-(cyanomethyl)piperazine-1-carboxylate ClC=1C(=CC=C2C=CC=C(C12)N1CC=2N=C(N=C(C2CC1)N1C[C@@H](N(CC1)C(=O)OC(C)(C)C)CC#N)SC)F